3-carbonyl-2,3-dihydro-1H-indene-5-carbonitrile C(=O)=C1CCC2=CC=C(C=C12)C#N